N-(1H-pyrrol-2-yl)thieno[2,3-d]pyrimidine-6-carboxamide N1C(=CC=C1)NC(=O)C1=CC2=C(N=CN=C2)S1